FC1=CC=C(C=C1)C1N(CCC2=CC=CC=C12)C(=O)OC1[C@H]2COC[C@@H]1CN(C2)C (S)-((1R,5S,9r)-7-methyl-3-oxa-7-azabicyclo[3.3.1]nonan-9-yl) 1-(4-fluorophenyl)-3,4-dihydroisoquinoline-2(1H)-carboxylate